FC=1C(=C(OC2=NC(=CC=C2C(=O)NC2=CC(=CC=C2)S(=O)(=N)C)C(F)(F)F)C=CC1F)OC 2-(3,4-difluoro-2-methoxy-phenoxy)-N-[3-(methylsulfonimidoyl)phenyl]-6-(trifluoromethyl)pyridine-3-carboxamide